(+/-)-N5-((1R,5S,6r)-3-Oxabicyclo[3.1.0]hexan-6-yl)-N7-methyl-3-(tetrahydro-2H-pyran-4-yl)-2,3-dihydrobenzofuran-5,7-dicarboxamid [C@H]12COC[C@@H]2C1NC(=O)C=1C=C(C2=C(C(CO2)C2CCOCC2)C1)C(=O)NC